(2S,3R,4S,5S,6S)-2-(4-(chloromethyl)-2,3,5,6-tetrafluorophenoxy)-6-(methoxy carbonyl)tetrahydro-2H-pyran-3,4,5-triyl triacetate C(C)(=O)O[C@H]1[C@@H](O[C@@H]([C@H]([C@@H]1OC(C)=O)OC(C)=O)C(=O)OC)OC1=C(C(=C(C(=C1F)F)CCl)F)F